C(C)C=1C=C(C=CC1C1=CC=C2C(=NNC2=C1)C=1NC=C(N1)C=1CCN(CC1)C1CN(C1)C)O 3-ethyl-4-(3-(4-(1-(1-methylazetidin-3-yl)-1,2,3,6-tetrahydropyridin-4-yl)-1H-imidazol-2-yl)-1H-indazol-6-yl)phenol